COC1=C(C=C2C(=NC=NC2=C1)C=1C(=NN(C1)C)C1=CC=CC=C1)N1CCC1 N-(7-methoxy-4-(1-methyl-3-phenyl-1H-pyrazol-4-yl)quinazolin-6-yl)azetidine